(2-methoxyphenyl)(pyridin-3-yl)methanone COC1=C(C=CC=C1)C(=O)C=1C=NC=CC1